N2-[4-[[(3R)-3-(methoxymethyl)piperazin-1-yl]methyl]phenyl]-N4-[2-(6-methyl-2-pyridyl)pyrimidin-4-yl]pyrimidine-2,4-diamine COC[C@H]1CN(CCN1)CC1=CC=C(C=C1)NC1=NC=CC(=N1)NC1=NC(=NC=C1)C1=NC(=CC=C1)C